C(C1=CC=CC=C1)OC1=NC(=NC2=C(C=C(C=C12)C)C(C)N)C1=CC=NC=C1 1-(4-(benzyloxy)-6-methyl-2-(pyridin-4-yl)quinazolin-8-yl)ethan-1-amine